(S)-3-(1H-indol-3-yl)-N-(2-methoxy-4-(piperazin-1-yl)phenyl)-2-(4-methylphenylsulfonamido)propanamide N1C=C(C2=CC=CC=C12)C[C@@H](C(=O)NC1=C(C=C(C=C1)N1CCNCC1)OC)NS(=O)(=O)C1=CC=C(C=C1)C